C(C1=CC=CC=C1)N1C(=NC=C1C=O)Br 1-BENZYL-2-BROMO-1H-IMIDAZOLE-5-CARBALDEHYDE